(2,6-dipropyl-1,4-phenylene) ether C(CC)C1=C2C(=CC(=C1)O2)CCC